C(C)C=1C=C(CC1)C 3-ethyl-1-methyl-1,3-cyclopentadiene